CC1=C(C(=CC(=C1)C)C)[P@@](CCC1=NC=CC=C1)(C1=CC=CC=C1)=O (R)-2,4,6-trimethylphenyl-(phenyl)(2-(pyridin-2-yl)ethyl)phosphorus oxide